2-(3,4-dimethoxyphenyl)-1H-indole COC=1C=C(C=CC1OC)C=1NC2=CC=CC=C2C1